(4-bromo-2,2-difluoro-6-nitrobenzo[d][1,3]dioxol-5-yl)(2-chloro-5-fluorophenyl)methanol BrC1=C(C(=CC=2OC(OC21)(F)F)[N+](=O)[O-])C(O)C2=C(C=CC(=C2)F)Cl